Cl.Cl.C(CCCCCCCCCCCCC)(=O)OC[C@H](COP(=O)(O)OCC(COC([C@@H](N)CC(C)C)=O)OC([C@@H](N)CC(C)C)=O)OC(CCCCCCCCCCCCC)=O (2R)-3-(((2,3-bis((L-leucyl)oxy)propoxy)(hydroxy)phosphoryl)oxy)propane-1,2-diyl ditetradecanoate dihydrochloride